tert-butyl 6-[3-cyano-4-(trifluoromethyl)phenoxy]-2-azaspiro[3.3]heptane-2-carboxylate C(#N)C=1C=C(OC2CC3(CN(C3)C(=O)OC(C)(C)C)C2)C=CC1C(F)(F)F